aminopropionitrile C(CN)C#N